C(C)(C)(C)OC(=O)N1[C@H](CN(CC1)[C@@H]1CC[C@H](CC1)CNC1=C(C=C(C=C1)S(N)(=O)=O)[N+](=O)[O-])C (S)-2-methyl-4-((trans)-4-(((2-nitro-4-sulfamoylphenyl)amino)methyl)cyclohexyl)piperazine-1-carboxylic acid tert-butyl ester